N-[[rac-(1R,3S)-3-[[6-(3-hydroxyazetidin-1-yl)sulfonyl-1,3-benzothiazol-2-yl]amino]cyclopentyl]methyl]-3-methylisoxazole-5-carboxamide OC1CN(C1)S(=O)(=O)C1=CC2=C(N=C(S2)N[C@@H]2C[C@@H](CC2)CNC(=O)C2=CC(=NO2)C)C=C1 |r|